(6aS,6a'S)-3,3'-(Propane-1,3-diylbis(oxy))bis(2-methoxy-8-(4-methoxy-phenyl)-9,10-dihydrobenzo[e]pyrido[1,2-a][1,4]diazepin-12(6aH)-one) C(CCOC=1C(=CC2=C(N=C[C@H]3N(C2=O)CCC(=C3)C3=CC=C(C=C3)OC)C1)OC)OC=1C(=CC3=C(N=C[C@H]2N(C3=O)CCC(=C2)C2=CC=C(C=C2)OC)C1)OC